1-bromo-4-(bromomethyl)naphthalene BrC1=CC=C(C2=CC=CC=C12)CBr